(1R,3S,5R)-5-(2-azaspiro[3.4]octan-2-ylmethyl)-2-(2-(3-acetyl-7-methyl-1H-indazol-1-yl)acetyl)-N-(6-bromo-3-methylpyridin-2-yl)-2-azabicyclo[3.1.0]hexane-3-carboxamide C1N(CC12CCCC2)C[C@]21C[C@H](N([C@@H]1C2)C(CN2N=C(C1=CC=CC(=C21)C)C(C)=O)=O)C(=O)NC2=NC(=CC=C2C)Br